(S)-tert-butyl-2-ethynylmorpholine-4-carboxylate C(C)(C)(C)OC(=O)N1C[C@@H](OCC1)C#C